C(C)OC(=O)C1=NN(C(=C1C(F)(F)F)C(=O)OCC)CC(=O)C1=CC(=C(C=C1)F)C diethyl-1-[2-(4-fluoro-3-methylphenyl)-2-oxoethyl]-4-(trifluoromethyl)-1H-pyrazole-3,5-dicarboxylat